N1C=NC2=C1C=C(C=C2)S(=O)(=O)N2CCC1(CCCO1)CC2 8-(1H-benzo[d]imidazol-6-ylsulfonyl)-1-oxa-8-azaspiro[4.5]decan